NC1=C(C=CC=C1)NC(CCCN1C(NC2=CC=CC=C2C1=O)C1=C(C=CC=C1)F)=O N-(2-aminophenyl)-4-(2-(2-fluorophenyl)-4-oxo-1,4-dihydroquinazolin-3(2H)-yl)butanamide